(1R,2S)-4-Chloro-2-hydroxy-2,3-dihydro-1H-inden-1-yl-carbamat ClC1=C2C[C@@H]([C@@H](C2=CC=C1)NC([O-])=O)O